[4-[[6-[[4-[(3S)-3-phenylisoxazolidin-2-yl]-5-(trifluoromethyl)pyrimidin-2-yl]amino]-3,4-dihydro-1H-isoquinolin-2-yl]methyl]phenyl]methanol C1(=CC=CC=C1)[C@H]1N(OCC1)C1=NC(=NC=C1C(F)(F)F)NC=1C=C2CCN(CC2=CC1)CC1=CC=C(C=C1)CO